COC(=O)C1=CC=C(C=C1)NC1=C(N=C2N1C=CC(=C2)C(=O)OC)C2=CC=CC=C2 Methyl 3-((4-(methoxycarbonyl)phenyl)amino)-2-phenylimidazo[1,2-a]pyridine-7-carboxylate